NCC1(OCCCC1)C1=CC(=C(C(=N1)C1=CC=C(C=C1)F)F)C(C)(C)O 2-(6-(2-(aminomethyl)tetrahydro-2H-pyran-2-yl)-3-fluoro-2-(4-fluorophenyl)pyridin-4-yl)propan-2-ol